S(=O)(=O)(C1=CC=C(C)C=C1)OCCCCCC=1C(=NC=CN1)C(=O)OC(C)(C)C tert-butyl 3-(5-(tosyloxy)pentyl)pyrazine-2-carboxylate